(S)-N-((R or S)-(4-chlorophenyl)(7,7-difluorobicyclo[4.2.0]octa-1(6),2,4-trien-3-yl)methyl)-2-oxoimidazolidine-4-carboxamide ClC1=CC=C(C=C1)[C@@H](NC(=O)[C@H]1NC(NC1)=O)C1=CC=2CC(C2C=C1)(F)F |o1:7|